SC(CC(=O)OCC(CS)S)C 2,3-dimercapto-1-propanol (3-mercaptobutyrate)